NC1OC2=C(OC1)C=CC=C2N2CC(NCC2)N 3-Amino-5-(3-aminopiperazin-1-yl)-2,3-dihydro-1,4-benzodioxine